ClC=1C=NN(C1)C1=C2C(C(=NN(C2=CC=C1)C1=CC=C(C=C1)OCC(F)(F)F)C(=O)O)=O 5-(4-chloropyrazol-1-yl)-4-oxo-1-[4-(trifluoroethoxy)phenyl]cinnoline-3-carboxylic acid